CC1=NNC=2C1=C1C=3CCCCC3C(=NC1=CC2)C2=CC=C(C=C2)O 4-(1-methyl-8,9,10,11-tetrahydro-3H-pyrazolo[4,3-a]phenanthridin-7-yl)phenol